1-ethyl-4-methyl-1H-1,2,3-triazol C(C)N1N=NC(=C1)C